(R)-6-((2-(benzyloxy)-1-phenylethyl)amino)-3-isopropylpyrimidine-2,4(1h,3h)-dione C(C1=CC=CC=C1)OC[C@@H](C1=CC=CC=C1)NC1=CC(N(C(N1)=O)C(C)C)=O